C1(CCC1)CONC(=O)[C@H]1N2C(N([C@H](CC1)C2)OS(=O)(=O)O)=O (2S,5R)-N-(cyclobutylmethoxy)-7-oxo-6-(sulfooxy)-1,6-diazabicyclo[3.2.1]octane-2-carboxamide